N-(2,6-dimethylphenyl)-2,6-dihydroxy-3'-methyl-4-pentyl-[1,1'-biphenyl]-3-carboxamide CC1=C(C(=CC=C1)C)NC(=O)C=1C(=C(C(=CC1CCCCC)O)C1=CC(=CC=C1)C)O